CN1CC(C1)(C)[C@](O)(C1=CC=CC=C1)C1=CC=C(C=C1)OC1=CC=CC=C1 (S)-(1,3-Dimethyl-azetidin-3-yl)-(4-phenoxy-phenyl)-phenyl-methanol